BrCC1OC2(C3=CC=CC=C13)COCC2 (bromomethyl)-4,5-dihydro-2H,3'H-spiro[furan-3,1'-isobenzofuran]